C(C)N1CCN(CC1)CC=1C=C(C=C(C1)C(F)(F)F)NC(=O)C=1C=CC(=C(C1)C=1C=CC=2N(N1)C=C(N2)NC(OC(C)(C)C)=O)C Tert-butyl (6-(5-((3-((4-ethylpiperazin-1-yl) methyl)-5-(trifluoromethyl) phenyl) carbamoyl)-2-methylphenyl) imidazo[1,2-b]pyridazin-2-yl)carbamate